2-(3-bromophenyl)pyrido[3,4-d]pyrimidin-8-amine BrC=1C=C(C=CC1)C=1N=CC2=C(N1)C(=NC=C2)N